[NH3+][C@H](C(=O)[O-])CC1=CC=CC=C1 (S)-2-Ammonio-3-phenylpropanoate